[C@@H]12N(C[C@@H](NC1)C2)C=2C=C1C(=CC(=NC1=C(C2)F)C(C)C)N(C=2SC(=C(N2)C2=CC=C(C=C2)F)C#N)CC 2-((6-((1S,4S)-2,5-diazabicyclo[2.2.1]heptan-2-yl)-8-fluoro-2-isopropylquinolin-4-yl)(ethyl)amino)-4-(4-fluorophenyl)thiazole-5-carbonitrile